1-(5-(octylsilyl)pentyl)-1H-indole C(CCCCCCC)[SiH2]CCCCCN1C=CC2=CC=CC=C12